BrC1C(C2=CC=3CC(CC3C=C2C1)(C)C)O 2-bromo-6,6-dimethyl-1,2,3,5,6,7-hexahydro-s-indacen-1-ol